[NH4+].O=C(CC(C)=O)NC1=CC=C2C=C(C=C(C2=C1)S(=O)(=O)O)O 7-[(1,3-dioxobutyl)amino]-3-hydroxynaphthalene-1-sulfonic acid ammonium